C(#N)C1CN(C1)C(=O)O[C@@H]1CC[C@H](CC1)C(N(C[C@@H]1CC[C@H](CC1)C1=NC(=C(C=C1)OC)C)C1=NC=CC(=C1)C=1N=C(OC1)C1CC1)=O trans-4-((4-(2-Cyclopropyloxazol-4-yl)pyridine-2-yl)((trans-4-(5-methoxy-6-methylpyridin-2-yl)cyclohexyl)methyl)carbamoyl)cyclohexyl 3-cyanoazetidine-1-carboxylate